ClC=1SC(=C2C1CCC(C2)N(C(OC(C)(C)C)=O)C)Cl tert-butyl N-(1,3-dichloro-4,5,6,7-tetrahydro-2-benzothiophen-5-yl)-N-methylcarbamate